di-(2,4-di-t-butylphenyl)pentaerythritol diphosphate OP(O)(=O)OP(=O)(O)O.C(C)(C)(C)C1=C(C=CC(=C1)C(C)(C)C)C(O)(C(CO)(CO)CO)C1=C(C=C(C=C1)C(C)(C)C)C(C)(C)C